1-(5-((4-(diphenylamino)piperidin-1-yl)methyl)-1-oxoisoindolin-2-yl)dihydropyrimidine-2,4(1H,3H)-dione C1(=CC=CC=C1)N(C1CCN(CC1)CC=1C=C2CN(C(C2=CC1)=O)N1C(NC(CC1)=O)=O)C1=CC=CC=C1